C(C1=CC=CC=C1)N1CC(=C(C=C1)F)Br 1-benzyl-3-bromo-4-fluoro-pyridine